C1(CC1)C=1N(C(=C(N1)C1(CC1)C(F)(F)F)C)C=1C(=C(C=NC1)N1CC2C(C2C1)N1C=NN=C1)F 3-(5-(2-cyclopropyl-5-methyl-4-(1-(trifluoromethyl)cyclopropyl)-1H-imidazol-1-yl)-4-fluoropyridin-3-yl)-6-(4H-1,2,4-triazol-4-yl)-3-azabicyclo[3.1.0]hexane